COC1=C(CNC2=NC3=CC=CC=C3C(=C2)C(=O)O)C=CC(=C1)OC 2-((2,4-dimethoxybenzyl)amino)quinoline-4-carboxylic acid